N3,N3,N7-triphenyldibenzo[b,d]thiophene-3,7-diamine C1(=CC=CC=C1)N(C=1C=CC2=C(SC3=C2C=CC(=C3)NC3=CC=CC=C3)C1)C1=CC=CC=C1